(3R,5S)-1-((S)-3-(4-fluorophenyl)-2-(tridecylmethylamino)propionyl)-2'-oxo-1',2'-dihydrospiro[pyrrolidine-3,3'-pyrrolo[2,3-b]pyridine]-5-carboxamide FC1=CC=C(C=C1)C[C@@H](C(=O)N1C[C@@]2(C(NC3=NC=CC=C32)=O)C[C@H]1C(=O)N)N(C)CCCCCCCCCCCCC